COC(CC(C)C)=O Methyl-3-methylbutanoate